COC1=C(C=CC=C1)NC1=CC(=NC=C1C(NC)=O)NC1=NC=C(C(=O)O)C=C1 6-((4-((2-methoxyphenyl)amino)-5-(methylcarbamoyl)pyridin-2-yl)amino)nicotinic acid